tri(triethylsilane) borate B(O)(O)O.C(C)[SiH](CC)CC.C(C)[SiH](CC)CC.C(C)[SiH](CC)CC